tert-butyl 2-(5-{2-[4-chloro-1-(propan-2-yl)-1H-pyrazol-5-yl]-4-fluorophenoxy} pyrimidin-4-yl)-2,7-diazaspiro[3.5]nonane-7-carboxylate ClC=1C=NN(C1C1=C(OC=2C(=NC=NC2)N2CC3(C2)CCN(CC3)C(=O)OC(C)(C)C)C=CC(=C1)F)C(C)C